methyl 3-fluoro-4-(methylamino)-5-nitrobenzoate FC=1C=C(C(=O)OC)C=C(C1NC)[N+](=O)[O-]